5-(2,4,5-Trifluoro-3-hydroxyphenyl)-3-(3-(trifluoromethyl)azetidine-1-carbonyl)isoxazole-4-carbonitrile FC1=C(C=C(C(=C1O)F)F)C1=C(C(=NO1)C(=O)N1CC(C1)C(F)(F)F)C#N